FC1CN(CC1)C=1C=CC=2N(C1)N=C(N2)NC2=C(N=NC=C2)C(=O)NC([2H])([2H])[2H] 4-((6-(3-fluoropyrrolidin-1-yl)-[1,2,4]triazolo[1,5-a]pyridine-2-yl)amino)-N-(methyl-d3)pyridazine-3-carboxamide